BrC=1C=CC(=C(C1)N1C(=NC2=CC=CC=C2C1=O)Cl)OC(C)C (5-bromo-2-isopropoxyphenyl)-2-chloroquinazolin-4(3H)-one